5-(4,4,5,5-tetramethyl-1,3,2-dioxaborolan-2-yl)-2H-pyran-3(6H)-one CC1(OB(OC1(C)C)C1=CC(COC1)=O)C